N'-(2-Morpholin-4-yl-pyrido[3,4-d]pyrimidin-4-yl)-3-phenyl-propan-1,2-diamin N1(CCOCC1)C=1N=C(C2=C(N1)C=NC=C2)NC(CN)CC2=CC=CC=C2